FC1=C(C=CC(=C1)F)N1N=NC(=C1)C(CC)N1N=C(C=2C1=NC=NC2N)C=2C=NC(=NC2)C(F)(F)F 1-(1-(1-(2,4-difluorophenyl)-1H-1,2,3-triazol-4-yl)propyl)-3-(2-(trifluoromethyl)pyrimidin-5-yl)-1H-pyrazolo[3,4-d]Pyrimidin-4-amine